C(OC(C)C(=CCC)CCCCCC)([O-])=O Dec-3-en-4-yl-ethyl carbonate